BrC1=CC(=CC(=C1)I)C(C)(C)C 1-bromo-3-(1,1-dimethylethyl)-5-iodobenzene